hydroxymethyl isobutyl ether C(C(C)C)OCO